N-[4-Cyclopropyl-5-[1-(2,2-difluoroethyl)pyrazol-4-yl]-2-methylphenyl]pyrazolo[1,5-a]pyridine-3-carboxamide C1(CC1)C1=CC(=C(C=C1C=1C=NN(C1)CC(F)F)NC(=O)C=1C=NN2C1C=CC=C2)C